C(C)(C)(C)OC(=O)NCCCCOC1CCN(CC1)C(=O)OCC1=CC=CC=C1 benzyl 4-[4-(tert-butoxycarbonylamino) butoxy]piperidine-1-carboxylate